C1(CC1)S(=O)(=O)NC=1SC=C(N1)C(C(=O)NC1=NC=C(C=C1)C1=CC(=CC(=C1)OC)OC)(C)C 2-(2-(cyclopropanesulfonylamino)thiazol-4-yl)-N-(5-(3,5-di-methoxyphenyl)pyridin-2-yl)-2-methylpropanamide